3-((4-ethylphenyl)sulfonyl)-N-(pyridin-4-yl)-6-(trifluoromethoxy)quinolin-4-amine C(C)C1=CC=C(C=C1)S(=O)(=O)C=1C=NC2=CC=C(C=C2C1NC1=CC=NC=C1)OC(F)(F)F